α-ethyl-α-methyl-caproic acid C(C)C(C(=O)O)(CCCC)C